N-(hydroxymethyl)-nicotinamide OCNC(C1=CN=CC=C1)=O